2-((1S,2S)-2-aminocyclohexyl)-3,5-dichloro-1-(difluoromethyl)-N-(thiophen-2-ylmethyl)-1H-pyrrolo[3,2-b]pyridin-7-amine N[C@@H]1[C@H](CCCC1)C1=C(C2=NC(=CC(=C2N1C(F)F)NCC=1SC=CC1)Cl)Cl